N1=CN=CC2=C1NC1=C2N=CC=C1 pyrido[2',3':4,5]pyrrolo[2,3-d]pyrimidine